[5-(4-amino-1H-pyrazol-3-yl)imidazo[4,5-b]pyridin-3-yl]methyl 2,2-dimethylpropanoate CC(C(=O)OCN1C=NC=2C1=NC(=CC2)C2=NNC=C2N)(C)C